rac-Benzyl 3-(2-amino-1-(methylsulfonyl)ethyl)azetidine-1-carboxylate NC[C@H](S(=O)(=O)C)C1CN(C1)C(=O)OCC1=CC=CC=C1 |r|